[Zn+2].C(CCC)N(C([S-])=S)CCCC.C(CCC)N(C([S-])=S)CCCC Di-n-butyl-dithiocarbamic acid zinc salt